N=1C=NCC2=CC=3C(=CC12)OC=CN3 4H-[1,4]oxazino[3,2-g]quinazoline